[O-]CC.[O-]CC.[O-]CC.[Al+3] aluminium tris(ethoxide)